C(#N)CC1CN(CC1)C=1C=CC(=C(C1)S(=O)(=O)NC(=O)C1=NC2=CC=CC(=C2C=C1)N1N=CC=C1)OC N-((5-(3-(cyanomethyl)pyrrolidin-1-yl)-2-methoxyphenyl)sulfonyl)-5-(1H-pyrazol-1-yl)quinoline-2-carboxamide